COC=1C=C(C[C@@H]2[C@@H]([C@H](OC2)C2=CC(=C(C=C2)OC)OC)COC(CC23CC4CC(CC(C2)C4)C3)=O)C=CC1OC 2-(adamantan-1-yl)acetic acid ((2S,3R,4R)-4-(3,4-dimethoxybenzyl)-2-(3,4-dimethoxyphenyl)tetrahydrofuran-3-yl)methyl ester